tert-butyl (2R)-2-(amino(3-chlorophenyl)methyl)pyrrolidine-1-carboxylate NC([C@@H]1N(CCC1)C(=O)OC(C)(C)C)C1=CC(=CC=C1)Cl